CC(C)C=1C=C(C=C(C1)C(C)C)CC(=O)NS(N(C[C@H]1N(CCC1)C)C=1C=NN(C1)C)(=O)=O 2-[3,5-bis(propan-2-yl)phenyl]-N-[(1-methyl-1H-pyrazol-4-yl)({[(2S)-1-methylpyrrolidin-2-yl]methyl})sulfamoyl]acetamide